4,4-dimethyl-4H,6H,7H-pyrazolo[3,2-c][1,4]oxazine-2-sulfonyl chloride CC1(OCCN2C1=CC(=N2)S(=O)(=O)Cl)C